P([O-])([O-])([O-])=S.[Mo+2]=S.P([O-])([O-])([O-])=S.[Mo+2]=S.[Mo+2]=S molybdenum sulfide phosphorothioate